(E)-4-[(1S,3R)-3-(hydroxymethyl)-1-methyl-1,2,3,4-tetrahydroisoquinolin-5-yl]-2-methyl-but-3-en OC[C@@H]1N[C@H](C2=CC=CC(=C2C1)/C=C/C(C)C)C